2-(1-(benzo[4,5]imidazo[1,2-a]pyrimidin-2-yl)piperidin-4-yl)acetic acid N=1C=2N(C=CC1N1CCC(CC1)CC(=O)O)C1=C(N2)C=CC=C1